3-hydroxy-4-isobutylpyrrolidine-1-carboxamide hydrochloride Cl.OC1CN(CC1CC(C)C)C(=O)N